OC1=C(C=NC2=CC=C(C=C12)OC(F)(F)F)C(=O)O 4-hydroxy-6-(trifluoromethoxy)quinoline-3-carboxylic acid